5-Acetyl-N-(2-chloro-3-(3-chloro-2-(4-formyl-3-methoxyphenyl)pyridin-4-yl)phenyl)-1-methyl-4,5,6,7-tetrahydro-1H-imidazo[4,5-c]pyridine-2-carboxamide C(C)(=O)N1CC2=C(CC1)N(C(=N2)C(=O)NC2=C(C(=CC=C2)C2=C(C(=NC=C2)C2=CC(=C(C=C2)C=O)OC)Cl)Cl)C